CC1(OC=2C([C@H]3[C@H]1CCC(=C3)C)=C(C=C(C2)CCCCC)O)C (-)-(6ar,10ar)-6,6,9-trimethyl-3-pentyl-6a,7,8,10a-tetrahydro-6H-benzo[c]-benzopyran-1-ol